ClC=1C=C(OC2C(C(C2(C)C)NC(C2=CN=C(C=C2)N2CCN(CC2)CC2=CC(=CC=C2)NC2C(NC(CC2)=O)=O)=O)(C)C)C=CC1C#N N-((1r,3r)-3-(3-chloro-4-cyanophenoxy)-2,2,4,4-tetramethylcyclobutyl)-6-(4-(3-((2,6-dioxopiperidin-3-yl)amino)benzyl)piperazin-1-yl)nicotinamide